(S)-5-phenyl-2-((1R,3S)-3-(4-(pyridin-4-yl)-1H-pyrazol-1-yl)cyclobutyl)-2,5,6,7-tetrahydro-3H-pyrrolo[2,1-c][1,2,4]triazol-3-one C1(=CC=CC=C1)[C@@H]1CCC2=NN(C(N21)=O)C2CC(C2)N2N=CC(=C2)C2=CC=NC=C2